9-chloro-borabicyclo[3.3.1]nonane ClC1B2CCCC1CCC2